CC1=C(C(=O)P(C2=CC=CC=C2)(C2=CC=CC=C2)=O)C(=CC(=C1)C)C (Dl)-2,4,6-trimethylbenzoyl-diphenyl-phosphine oxide